tert-butyl 3-[2-methoxy-5-(4,4,5,5-tetramethyl-1,3,2-dioxaborolan-2-yl)-3-pyridyl]pyrrolidine-1-carboxylate COC1=NC=C(C=C1C1CN(CC1)C(=O)OC(C)(C)C)B1OC(C(O1)(C)C)(C)C